FC1=C(C2=C(C(N(S2(=O)=O)CC2=CC=C(C=C2)OC)=O)C=C1)C 6-fluoro-2-(4-methoxybenzyl)-7-methylbenzo[d]isothiazol-3(2H)one-1,1-dioxide